(R)-(4-(5-chlorooxazolo[4,5-b]pyridin-2-yl)-2-(hydroxymethyl)piperazin-1-yl)(4-(1-neopentyl-1H-1,2,3-triazol-4-yl)phenyl)methanone ClC1=CC=C2C(=N1)N=C(O2)N2C[C@@H](N(CC2)C(=O)C2=CC=C(C=C2)C=2N=NN(C2)CC(C)(C)C)CO